docosyl-sulfonic acid C(CCCCCCCCCCCCCCCCCCCCC)S(=O)(=O)O